N-(2-(6,8-dioxa-2-azaspiro[3.5]nonan-7-yl)ethyl)-N-(4-cyanophenyl)-3-fluoro-4-methoxybenzamide C1NCC12COC(OC2)CCN(C(C2=CC(=C(C=C2)OC)F)=O)C2=CC=C(C=C2)C#N